8-chloro-1-(3,3-difluorotetrahydro-2H-pyran-4-yl)-2-[(5-methyl-1,2-Oxazol-3-yl)methyl]-1H-imidazo[4,5-c]Quinoline ClC1=CC=2C3=C(C=NC2C=C1)N=C(N3C3C(COCC3)(F)F)CC3=NOC(=C3)C